[K].C1(CCCC1)N1CC(C1)S(=O)(=O)NC(NC1=C2CCCC2=CC=2CCCC12)=O 1-Cyclopentyl-N-((1,2,3,5,6,7-hexahydro-s-indacen-4-yl)carbamoyl)azetidine-3-sulfonamide, Potassium Salt